CS(=O)(=O)OCC=C=CC=1C=CC2=C(C(=CO2)C2C(NC(CC2)=O)=O)C1 4-(3-(2,6-dioxopiperidin-3-yl)benzofuran-5-yl)buta-2,3-dien-1-yl methanesulfonate